2-[6-[4-fluoro-2-(2-methyl-5-propan-2-ylpyrazol-3-yl)oxyphenyl]pyridin-3-yl]ethanamine FC1=CC(=C(C=C1)C1=CC=C(C=N1)CCN)OC=1N(N=C(C1)C(C)C)C